3-methoxy-4-((4-methylpiperazin-1-yl)methyl)aniline COC=1C=C(N)C=CC1CN1CCN(CC1)C